C1(CCCCCCC1)NC(=O)C1=CC2=C(N=C(S2)C2CC2)N1 N-cyclooctyl-2-cyclopropyl-4H-pyrrolo[2,3-d]thiazole-5-carboxamide